2-mercapto-4,6-dimethylaminopyridine SC1=NC(=CC(=C1)NC)NC